1-(3-(trifluoromethyl)benzyl)-1H-indole-2-carboxamide FC(C=1C=C(CN2C(=CC3=CC=CC=C23)C(=O)N)C=CC1)(F)F